(((1S,4S,5R)-2-azabicyclo[2.2.1]heptan-5-yloxy)methyl)-5-cyclopropyl-3-(2,6-dichloro-4-methoxyphenyl)isoxazole hydroiodide salt I.[C@@H]12NC[C@@H]([C@@H](C1)OCC=1C(=NOC1C1CC1)C1=C(C=C(C=C1Cl)OC)Cl)C2